N1(N=CN=C1)C1=CC=C(CNCCC)C=C1 N-(4-(1H-1,2,4-triazol-1-yl)benzyl)propan-1-amine